FC1=CC=C(CN(S(=O)(=O)C2=CC=C(C=C2)NC(\C=C\C2=CC=NC=C2)=O)CC2=CC=C(C=C2)F)C=C1 (E)-N-(4-(N-(4-fluorobenzyl)-N-(4-fluorobenzyl)sulfamoyl)phenyl)-3-(pyridin-4-yl)acrylamide